ClC1=CC=C(C=C1)C1=C(C(=NN1C1=C(C=C(C=C1)Cl)Cl)C(=O)NCCCN[C@@H]1[C@]2(CC[C@@H](C1)C2(C)C)C)C 5-(4-chlorophenyl)-1-(2,4-dichlorophenyl)-4-methyl-N-(3-(((1S,2S,4S)-1,7,7-trimethylbicyclo[2.2.1]heptan-2-yl)amino)propyl)-1H-pyrazole-3-carboxamide